C(C)C1N(CCC(C1)=C1C2=C(CCC=3C1=NC=C(C3)C#N)C=C(C=C2)Cl)C(=O)O.C(C)OC(=O)N2CCCCC2 1-piperidinecarboxylic acid ethyl ester (ethyl-4-(8-chloro-3-cyano-5,6-dihydro-11H-benzo[5,6]cyclohepta[1,2-b]pyridin-11-ylidene)piperidine-1-carboxylate)